trans-4-amino-N-(6-(N-(thien-2-ylsulfonyl)thiophene-2-sulfonylamino)benzo[d]thiazol-2-yl)cyclohexane-1-carboxamide N[C@@H]1CC[C@H](CC1)C(=O)NC=1SC2=C(N1)C=CC(=C2)N(S(=O)(=O)C=2SC=CC2)S(=O)(=O)C=2SC=CC2